CN(CC[C@@H](O)C1=CC=C(C=C1)F)C (R)-3-(dimethylamino)-1-(4-fluorophenyl)-1-propanol